5-bromo-N-(3-carbamoylphenyl)-2-(3,4-difluoro-2-methoxy-phenoxy)pyridine-3-carboxamide BrC=1C=C(C(=NC1)OC1=C(C(=C(C=C1)F)F)OC)C(=O)NC1=CC(=CC=C1)C(N)=O